ethyl (E)-3-(((tert-butylsulfinyl)imino)methyl)bicyclo[1.1.1]pentane-1-carboxylate Titanium(IV) ethoxide [O-]CC.[Ti+4].C(C)(C)(C)S(=O)\N=C\C12CC(C1)(C2)C(=O)OCC.[O-]CC.[O-]CC.[O-]CC